(3aR,4S,5aR,6R,8aR)-6-(benzyloxy)-4-methoxy-2,2-dimethylhexahydrocyclopenta[2,3]furo[3,4-d][1,3]dioxole C(C1=CC=CC=C1)O[C@@H]1CC[C@]23OC(O[C@H]2[C@H](O[C@@H]31)OC)(C)C